C1(CC1)CSC1=CC=C(O1)C(=O)N 5-(cyclopropylmethylsulfanyl)furan-2-carboxamide